(S)-2-((1H-pyrazolo[4,3-d]pyrimidin-7-yl)amino)-9-(5,6,7,8-tetrahydro-1,8-naphthyridin-2-yl)nonanoic acid N1N=CC=2N=CN=C(C21)N[C@H](C(=O)O)CCCCCCCC2=NC=1NCCCC1C=C2